BrC1=NC=CC(=C1N(C(OC(C)(C)C)=O)C(=O)OC(C)(C)C)C tert-Butyl N-(2-bromo-4-methyl-3-pyridyl)-N-tert-butoxycarbonyl-carbamate